N1=C(C=CC=C1)CC1CCN(CC1)COCNC(=O)N1CCN(CC1)C1=NC(=NO1)C1=CC=C(C=C1)OC(F)(F)F N-(((4-(pyridin-2-ylmethyl)piperidin-1-yl)methoxy)methyl)-4-(3-(4-(trifluoromethoxy)phenyl)-1,2,4-oxadiazol-5-yl)piperazine-1-carboxamide